C1(=CC=CC=C1)CC1=C(C=CC=C1)C phenyl-(2-methylphenyl)methane